(1S,2R,3R,4R,5S)-1-(azidomethyl)-4-((3-chloro-1,2,4-thiadiazol-5-yl)amino)-6,8-dioxabicyclo[3.2.1]octane-2,3-diol N(=[N+]=[N-])C[C@@]12[C@@H]([C@@H]([C@H]([C@@H](OC1)O2)NC2=NC(=NS2)Cl)O)O